IC1=C(C=2N(C=C1)C(N(N2)C)=O)C 7-iodo-2,8-dimethyl-[1,2,4]triazolo[4,3-a]pyridin-3(2H)-one